ClC=1C(=NC(=NC1)NC=1C=C2CCNCC2=CC1)NC=1C=C2C=NNC2=CC1 5-chloro-N4-(1H-indazol-5-yl)-N2-(1,2,3,4-tetrahydroisoquinolin-6-yl)pyrimidine-2,4-diamine